C(C)OC(C(C)(C)OC1=C(C=C(C(=O)OC)C=C1)[N+](=O)[O-])=O methyl 4-((1-ethoxy-2-methyl-1-oxoprop-2-yl) oxy)-3-nitrobenzoate